NC=1C=2N(C3=C(N1)C=NC(=C3)C(=O)N3C[C@@H](C[C@@H]1CCC4=C([C@H]31)C=CC(=C4)C(F)(F)F)C)C=NC2C |r| Rac-(4-amino-3-methylimidazo[1,5-a]pyrido[3,4-e]pyrazin-8-yl)((3R,4aS,10bR)-3-methyl-8-(trifluoromethyl)-3,4,4a,5,6,10b-hexahydrobenzo[h]quinolin-1(2H)-yl)methanone